sodium 6-(imidazo[1,2-a]pyridin-3-ylmethyl)-4,5,6,7-tetrahydrothieno[2,3-c]pyridine-3-carboxylate N=1C=C(N2C1C=CC=C2)CN2CC1=C(CC2)C(=CS1)C(=O)[O-].[Na+]